C1(=CC=CC=C1)C1=C(C(=NN=N1)C1=C(C=CC=C1)C1=C(C=CC=2SC3=C(C21)C=CC=C3)C3=C(C(=CC=2C1=CC=CC=C1CC32)C3=CC=CC=C3)C3=CC=CC=C3)C3=CC=CC=C3 (diphenyltriazineyl)[(diphenylfluorenyl)dibenzothiophenyl]benzene